C(C)(CC)C1=NC2=C3N=C(C=CC3=CC=C2C=C1)C(C)CC 2,9-di-sec-butyl-1,10-phenanthroline